6'-(benzyloxy)-8'-fluoro-3',4'-dihydro-1'H-spiro[[1,3]dioxolane-2,2'-naphthalene] C(C1=CC=CC=C1)OC=1C=C2CCC3(CC2=C(C1)F)OCCO3